N,N-dimethylpyridineamide CN(C(=O)C1=NC=CC=C1)C